N-(1-(2-fluorobenzyl)piperidin-4-yl)-3-nitrobenzamide FC1=C(CN2CCC(CC2)NC(C2=CC(=CC=C2)[N+](=O)[O-])=O)C=CC=C1